BrC=1C=C2C(=NN(C(C2=CC1)=O)CC(=O)NC1=NC=C(C=N1)F)OCC(F)(F)F 2-[6-bromo-1-oxo-4-(2,2,2-trifluoroethoxy)phthalazin-2-yl]-N-(5-fluoropyrimidin-2-yl)acetamide